CC=1C=C(C(=O)NC2=NC=C(C=C2)N2CCN(CC2)C2=NC=CC=C2)C=CC1 3-Methyl-N-(5-(4-(pyridin-2-yl)piperazin-1-yl)pyridin-2-yl)benzamid